2-isopropenyl-4-methyl-4-benzyl-1,3-oxazoline-5-one C(=C)(C)C=1OC(C(N1)(CC1=CC=CC=C1)C)=O